C(CCCCCC)NCCCCCCC N,N-diheptylamine